dimethyl-but-2-ene CC(=C(C)C)C